(R)-4-chloro-5-(3-((4-(3,5-dimethyl-1-propyl-1H-pyrazol-4-yl)-6-fluoropyridin-2-yl)oxy)pyrrolidin-1-yl)pyridazin-3(2H)-one ClC=1C(NN=CC1N1C[C@@H](CC1)OC1=NC(=CC(=C1)C=1C(=NN(C1C)CCC)C)F)=O